tert-butyl-dimethyl-[[methyl-(3-methylimidazol-1-ium-1-yl)-oxo-λ6-sulfanylidene]amino]silane C(C)(C)(C)[Si](N=S(=O)([N+]1=CN(C=C1)C)C)(C)C